acrylamido-2-methylethyl-trimethoxysilane C(C=C)(=O)NCO[Si](OC)(OC)CCC